(±)-2-((1-(2-aminopyridin-3-yl)ethyl)amino)ethan-1-ol NC1=NC=CC=C1[C@@H](C)NCCO |r|